ClC1=CC=C(C=C1)CN1C([C@H](CS(C2=C1C=C(C(=C2)F)C=2N=NN(N2)C2CNCC(C2)(F)F)(=O)=O)NC(C)=O)=O N-[(3R)-5-[(4-chlorophenyl)methyl]-7-[2-(5,5-difluoro-3-piperidyl)tetrazol-5-yl]-8-fluoro-1,1,4-trioxo-2,3-dihydro-1λ6,5-benzothiazepin-3-yl]acetamide